S1C(=NC=C1)C1=NN=C(S1)NC(=O)C=1C(N(C2=CC=CC=C2C1O)CC)=O N-(5-(thiazol-2-yl)-1,3,4-thiadiazol-2-yl)-1-ethyl-4-hydroxy-2-quinolone-3-carboxamide